CN(C1=C(C=CC=C1)C1=NC(=NC(=C1)OC1=CC=CC=C1)NS(=O)(=O)C1=CC=CC=C1)C N-[4-[2-(dimethylamino)phenyl]-6-phenoxy-pyrimidin-2-yl]benzenesulfonamide